O1C=C(C=C1)C=1N=C(C2=C(N1)SC(=C2)C)NCCCC2=C(C=C(C=C2)C2=CC=C(C=C2)OC(F)(F)F)OC 2-(furan-3-yl)-N-(3-(3-methoxy-4'-(trifluoromethoxy)-[1,1'-biphenyl]-4-yl)propyl)-6-methylthieno[2,3-d]pyrimidin-4-amine